(S)-3-((3-butyl-2-methyl-7-(methylthio)-1,1-dioxido-5-phenyl-2,3,4,5-tetrahydro-1,2,5-benzothiadiazepin-8-yl)oxy)-2,2-difluoropropanoic acid C(CCC)[C@@H]1N(S(C2=C(N(C1)C1=CC=CC=C1)C=C(C(=C2)OCC(C(=O)O)(F)F)SC)(=O)=O)C